CN1C(C(=C(C(=C1C1=CC=C2C=CNC2=C1F)F)N)Cl)C(=O)OC[C@@]12N(CC3=CC=CC=C13)C[C@@H](C2)F (cis-2-fluoro-2,3-dihydro-1H-pyrrolo[2,1-a]isoindol-9b(5H)-yl)methanol Methyl-4-amino-3-chloro-5-fluoro-6-(7-fluoro-1H-indol-6-yl)pyridin-2-carboxylat